NC=1C(=NC(=CC1)C1=CC=CC=C1)NC1=C(C(=C(C=C1)NC(=O)C1CCC(CC1)C(=O)OC)F)C methyl (1r,4r)-4-((4-((3-amino-6-phenylpyridin-2-yl)amino)-2-fluoro-3-methylphenyl)carbamoyl)cyclohexane-1-carboxylate